5'-hydroxy-methyl-cytidine OC([C@@H]1[C@H]([C@H]([C@@](O1)(N1C(=O)N=C(N)C=C1)C)O)O)O